FC(OC1=CC2=C(O[C@H](CN2)C)C=C1C1=NNC=C1NC(=O)C=1C=NN2C1N=CC=C2)F (S)-N-(3-(6-(difluoromethoxy)-2-methyl-3,4-dihydro-2H-benzo[b][1,4]oxazin-7-yl)-1H-pyrazol-4-yl)pyrazolo[1,5-a]pyrimidine-3-carboxamide